CC(=C(C=O)C(C)C)CCC methylisopropyl-hexenal